FC(C1=CC=C(C=C1)NC(NC=1C=C(C=CC1)NC(=O)C1=NNC2=CC=CC=C12)=O)(F)F N-(3-(3-(4-(trifluoromethyl)phenyl)ureido)phenyl)-1H-indazole-3-carboxamide